3,4-dibromomethyl-thiophenedicarboxylic acid ethyl ester C(C)OC(=O)C1SC=C(C1(C(=O)O)CBr)CBr